3-chloro-5-(3-cyclopropyl-phenoxy)-N-[2-(2,4-dichlorophenyl)ethyl]pyridine-4-carboxamide ClC=1C=NC=C(C1C(=O)NCCC1=C(C=C(C=C1)Cl)Cl)OC1=CC(=CC=C1)C1CC1